(S)-3-(2,4-Difluoro-phenyl)-N-{1-[3-(cis-2,6-dimethyl-morpholin-4-yl)-phenyl]-ethyl}-acrylamide FC1=C(C=CC(=C1)F)C=CC(=O)N[C@@H](C)C1=CC(=CC=C1)N1C[C@H](O[C@H](C1)C)C